Sulfur dithiocarbamate C(N)([S-])=S.[S+2].C(N)([S-])=S